di-tert-butyl (((bicyclo[1.1.1]pentane-1,3-diylbis(methylene))bis(oxy))bis(propane-3,1-diyl))dicarbamate C12(CC(C1)(C2)COCCCNC(OC(C)(C)C)=O)COCCCNC(OC(C)(C)C)=O